O=C1CC(CN1C1=CC=CC=C1)C(=O)NC=1C=NC=CC1 5-oxo-1-phenyl-N-(pyridin-3-yl)pyrrolidine-3-carboxamide